Cl.ClC=1C=C2C3=C(NC2=CC1)[C@@H](NCC3)C[C@@H](CO)O (S)-3-((S)-6-chloro-2,3,4,9-tetrahydro-1H-pyrido[3,4-b]indol-1-yl)propane-1,2-diol hydrochloride salt